C(C)(C)NC1=NC=NC(=C1OC)NC1=NNC(=C1)C 4-(isopropylamino)-5-methoxy-6-((5-methyl-1H-pyrazol-3-yl)amino)pyrimidin